5-(aminomethyl)-4'-cyclopropyl-N-({4-[1-isopropyl-4-(trifluoromethyl)imidazol-2-yl]phenyl}methyl)-6'-methoxy-[2,5'-bipyrimidin]-4-amine NCC=1C(=NC(=NC1)C=1C(=NC=NC1OC)C1CC1)NCC1=CC=C(C=C1)C=1N(C=C(N1)C(F)(F)F)C(C)C